O=C1NC(CCC1N1CC2=CC=CC(=C2C1)F)=O 2-(2,6-dioxopiperidine-3-yl)-4-fluoroisoindoline